4-(4-(2-(2-((Tert-butoxycarbonyl)(2,2,2-trifluoroethyl)amino)pyridin-4-yl)oxazole-4-carboxamido)-3-(3-((tetrahydro-2H-pyran-2-yl)oxy)propyl)-1H-pyrazol-1-yl)benzoic acid C(C)(C)(C)OC(=O)N(C1=NC=CC(=C1)C=1OC=C(N1)C(=O)NC=1C(=NN(C1)C1=CC=C(C(=O)O)C=C1)CCCOC1OCCCC1)CC(F)(F)F